C1(=CC=CC=C1)CCCO 3-phenyl-propanol